ClC=1C=C(C=CC1C1=NC(=C(C=C1)F)C#N)S(=O)(=O)N[C@@H]1[C@H](CCC1)O 3-chloro-4-(6-cyano-5-fluoropyridin-2-yl)-N-((1S,2S)-2-hydroxycyclopentyl)benzenesulfonamide